BrC1=CC(=NC=C1CBr)C 4-bromo-5-(bromomethyl)-2-methyl-pyridine